(2R,3S)-3-METHYL-1-(THIOPHEN-2-YL)HEX-5-ENE-2-SULFONAMIDE C[C@H]([C@@H](CC=1SC=CC1)S(=O)(=O)N)CC=C